(R)-3-hydroxy-3-methyl-1-(5-((3-oxoisobenzofuran-1(3H)-ylidene)methyl)pyridin-3-yl)indolin-2-one O[C@]1(C(N(C2=CC=CC=C12)C=1C=NC=C(C1)C=C1OC(C2=CC=CC=C12)=O)=O)C